[4-(4-fluoro-3-methyl-phenyl)sulfonylmorpholin-2-yl]-N,N-dimethyl-benzothiophene-2-carboxamide FC1=C(C=C(C=C1)S(=O)(=O)N1CC(OCC1)C1=C(SC2=C1C=CC=C2)C(=O)N(C)C)C